6-(4-[3-[(2S)-2-[[6-Oxo-5-(trifluoromethyl)-1,6-dihydropyridazin-4-yl]amino]-2-phenylethoxy]propanoyl]piperazin-1-yl)pyridine-3-carbonitrile O=C1C(=C(C=NN1)N[C@H](COCCC(=O)N1CCN(CC1)C1=CC=C(C=N1)C#N)C1=CC=CC=C1)C(F)(F)F